C(C)(N)=NO acetamid oxime